N-octadecyl-N-tetradecyl-tolylammonium [tetrakis(perfluorophenyl) borate] FC1=C(C(=C(C(=C1F)F)F)F)[B-](C1=C(C(=C(C(=C1F)F)F)F)F)(C1=C(C(=C(C(=C1F)F)F)F)F)C1=C(C(=C(C(=C1F)F)F)F)F.C(CCCCCCCCCCCCCCCCC)[NH+](CCCCCCCCCCCCCC)C1=C(C=CC=C1)C